methyl-N-(1-methylcyclopropyl)-5-({3H-spiro[2-benzothiophene-1,4'-piperidin]-1'-yl}carbonyl)furo[2,3-d]pyrimidin-4-amine CC=1N=C(C2=C(N1)OC=C2C(=O)N2CCC1(CC2)SCC2=C1C=CC=C2)NC2(CC2)C